FC1=CC=C(C(=C1)F)C1=CC=CC=C1 4,6-difluoro-[1,1-biphenyl]